C1(=C(O)C(=CC(CC=C)=C1)C(=O)OC)OC methyl eugenolate